Ethyl (E)-3-(6-(cyclopropylcarbamoyl)-2-ethyl-7-hydroxy-4-isobutyl-5-oxo-4,5-dihydropyrazolo[1,5-a]pyrimidin-3-yl)acrylate C1(CC1)NC(=O)C=1C(N(C=2N(C1O)N=C(C2/C=C/C(=O)OCC)CC)CC(C)C)=O